2-(3-ethylsulfanyl-5-trifluoromethylpyridin-2-yl)-6-(trifluoromethyl)thiazolo[5,4-b]pyridine C(C)SC=1C(=NC=C(C1)C(F)(F)F)C=1SC2=NC=C(C=C2N1)C(F)(F)F